(S)-N-(2-(cyclopropylamino)-1-phenylethyl)-3-(pyridin-4-yl)-1,7-dihydroimidazo[4,5-f]indazole-6-carboxamide C1(CC1)NC[C@H](C1=CC=CC=C1)NC(=O)C=1NC2=C(C=C3C(=NNC3=C2)C2=CC=NC=C2)N1